C1(CC1)C=1C(=NC=C(N1)C=1N=NN(C1COC1OCCCC1)C)O 3-cyclopropyl-5-(1-methyl-5-(((tetrahydro-2H-pyran-2-yl)oxy)methyl)-1H-1,2,3-triazole-4-yl)pyrazin-2-ol